1,3,5-Tri(3-ethyl-4-aminophenylamino)benzen C(C)C=1C=C(C=CC1N)NC1=CC(=CC(=C1)NC1=CC(=C(C=C1)N)CC)NC1=CC(=C(C=C1)N)CC